(3R,5S)-2'-oxo-1',2'-dihydrospiro[pyrrolidine-3,3'-pyrrolo[2,3-b]pyridine]-5-carboxamide O=C1[C@]2(C=3C(=NC=CC3)N1)CN[C@@H](C2)C(=O)N